(S)-1-(5-chlorobenzo[d]thiazol-2-yl)ethan-1-amine hydrochloride Cl.ClC=1C=CC2=C(N=C(S2)[C@H](C)N)C1